BrC1=C(C=CC=C1)S(=O)(=O)N1N=CN=C1 1-((2-bromophenyl)sulfonyl)-1H-1,2,4-triazole